(R)-3-(4-(2,2-dioxido-1,3-dihydrobenzo[c]isothiazol-5-yl)piperidin-1-yl)-1-(4-methylbenzyl)pyrrolidin-2-one O=S1(NC2=C(C1)C=C(C=C2)C2CCN(CC2)[C@H]2C(N(CC2)CC2=CC=C(C=C2)C)=O)=O